C(C)N(C(C1=C(C=CC=C1)C)=O)CC(=C)C N-ethyl-N-[(2-methyl)allyl]-2-methylbenzamide